3-((tert-Butoxycarbonyl)amino)-1,5-diazabicyclo[5.3.0]decane-10-carboxylic acid ethyl ester C(C)OC(=O)C1CCC2CNCC(CN12)NC(=O)OC(C)(C)C